OC(CN1N=C2C=CC(=CC2=C1)C(=O)O)(C)C 2-(2-hydroxy-2-methylpropyl)-2H-indazole-5-carboxylic acid